1-(2-(1H-tetrazol-5-yl)phenyl)butan-1-ol N1N=NN=C1C1=C(C=CC=C1)C(CCC)O